(1r,4r)-4-(hydroxymethyl)-1-methylcyclohexanol OCC1CCC(CC1)(O)C